NC1=NC(=C(C(=N1)N)N)N 2,4,5,6-tetra-aminopyrimidine